tert-butyl (2S)-2-(((benzyloxy)carbonyl)amino)-4-(3-(2-(3-(formamidomethyl)-4-methylphenoxy)ethyl)piperidin-1-yl)-4-oxobutanoate C(C1=CC=CC=C1)OC(=O)N[C@H](C(=O)OC(C)(C)C)CC(=O)N1CC(CCC1)CCOC1=CC(=C(C=C1)C)CNC=O